IC1=CC=C(N=N1)NC1CCN(CC1)C(=O)OC(C)(C)C tert-butyl 4-[(6-iodopyridazin-3-yl)amino]piperidine-1-carboxylate